NC1=C(C=CC=C1)N[C@@H]1C[C@@H](CCC1)NC(OC(C)(C)C)=O tert-Butyl ((1R,3S)-3-((2-aminophenyl)amino)cyclohexyl)carbamate